α-(tert-Butoxycarbonyl)-L-histidine C(C)(C)(C)OC(=O)[C@](N)(CC1=CNC=N1)C(=O)O